6-(3-(piperidine-1-carbonyl)pyrazolo[1,5-a]pyridin-7-yl)phthalazin-1(2H)-one N1(CCCCC1)C(=O)C=1C=NN2C1C=CC=C2C=2C=C1C=NNC(C1=CC2)=O